FC1=CC=C(C(=C1[C@H]([C@@H](C=1OC(NN1)=O)NS(=O)(=O)N1C[C@](CCC1)(C)O)C)C)C (R)-N-((1S,2R)-2-(6-fluoro-2,3-dimethylphenyl)-1-(5-oxo-4,5-dihydro-1,3,4-oxadi-azol-2-yl)propyl)-3-hydroxy-3-methylpiperidine-1-sulfonamide